1-butyl-3-methylimidazolium bromide salt [Br-].C(CCC)N1C=[N+](C=C1)C